CN1N=C(C(=C1)C=1C=CC=C2C(=NC=NC12)N[C@H](CN1CCN(CC1)S(=O)(=O)C1=C(N=C(S1)NC(OC)=O)C)C)C methyl N-[5-({4-[(2S)-2-{[8-(1,3-dimethyl-1H-pyrazol-4-yl)quinazolin-4-yl]amino}propyl]piperazin-1-yl}sulfonyl)-4-methyl-1,3-thiazol-2-yl]carbamate